methyl 2-((benzo[d]thiazol-6-ylmethyl)(1-(3-fluoropyridin-2-yl)ethyl)amino)-2-oxoacetate S1C=NC2=C1C=C(C=C2)CN(C(C(=O)OC)=O)C(C)C2=NC=CC=C2F